C1(CC1)C1=C(OC=2CCC3=CN(N=C3C21)CC2=NC=CC=C2)C(=O)NC[C@H]2OCCOC2 8-Cyclopropyl-N-[(2R)-1,4-dioxan-2-ylmethyl]-2-(pyridin-2-ylmethyl)-4,5-dihydro-2H-furo[2,3-g]indazol-7-carboxamid